C(N)(=O)CC[C@@H]([C@@H](C)OCC1=CC=C(C=C1)C#CCNC(OC(C)(C)C)=O)NC(=O)OCC[Si](C)(C)C tert-butyl N-[3-[4-([[(2R,3S)-5-carbamoyl-3-([[2-(trimethylsilyl)ethoxy]carbonyl]amino)pentan-2-yl]oxy]methyl)phenyl]prop-2-yn-1-yl]carbamate